CC(C)C(CCCC)(O)C 2,3-dimethyl-3-heptanol